Cl.NC(C)C1=C(OC2=C(C=CC=C2C1=O)Cl)C1=CC=CC=C1 3-(1-aminoethyl)-8-chloro-2-phenyl-4H-chromen-4-one hydrochloride